dipropoxydiacetoxysilane C(CC)O[Si](OC(C)=O)(OC(C)=O)OCCC